2-(4,6-Dimethoxynaphthalen-2-yl)-4-fluoroaniline COC1=CC(=CC2=CC=C(C=C12)OC)C1=C(N)C=CC(=C1)F